ClC=1C(=C(C(=O)N)C=CC1C[C@@H](CNC(C[C@@H](C1(CC1)C(F)(F)F)C=1C=NC(=NC1)C)=O)N(C)C)F 3-chloro-4-[(2S)-2-(dimethylamino)-3-[(3R)-3-(2-methylpyrimidin-5-yl)-3-[1-(trifluoromethyl)cyclopropyl]propanamido]propyl]-2-fluorobenzamide